rac-N-(5-Cyclopropyl-1,3,4-thiadiazol-2-yl)-2-(3,4-dicyanophenyl)-2-(3,3-difluorocyclopentyl)acetamide C1(CC1)C1=NN=C(S1)NC(C(C1CC(CC1)(F)F)C1=CC(=C(C=C1)C#N)C#N)=O